C(C)C=1C=C2CN(CC2=CC1)C(=O)NC1=CNC2=CC=CC=C12 5-Ethyl-N-(1H-indol-3-yl)isoindoline-2-carboxamide